NC1=C2C(NC(C2=C(C=C1C=O)N)(O)C1=C(C=C(C=C1)F)Cl)=O 4,7-diamino-1-(2-chloro-4-fluorophenyl)-1-hydroxy-3-oxo-2,3-dihydro-1H-isoindole-5-carbaldehyde